ethyleneglycol dioctyl ether C(CCCCCCC)OCCOCCCCCCCC